N-hydroxy-6-((4-(4-(trifluoromethyl)phenyl)oxazol-2-yl)amino)pyridazine-3-carboxamide ONC(=O)C=1N=NC(=CC1)NC=1OC=C(N1)C1=CC=C(C=C1)C(F)(F)F